mono-normal butyl phthalate C(C=1C(C(=O)[O-])=CC=CC1)(=O)OCCCC